ClC1=C(C=CC(=C1I)Cl)NC(C)=O N-(2,4-dichloro-3-iodophenyl)acetamide